(6S,7S)-6-((2-fluoro-[1,1'-biphenyl]-3-yl)methyl)-N-((S)-1-fluoropropan-2-yl)-7-(methylsulfonamido)-5-azaspiro[2.4]heptane-5-carboxamide FC1=C(C=CC=C1C[C@@H]1N(CC2(CC2)[C@@H]1NS(=O)(=O)C)C(=O)N[C@H](CF)C)C1=CC=CC=C1